2-(2-oxopyrrolidin-1-yl)ethyl (1-hydroxy-7-methyl-1,3-dihydrobenzo[c][1,2]oxaborole-6-carbonyl)-L-valinate OB1OCC2=C1C(=C(C=C2)C(=O)N[C@@H](C(C)C)C(=O)OCCN2C(CCC2)=O)C